ClC1=NC(=NC=C1)C=1NC=CC1 chloro-2-(1H-pyrrol-2-yl)pyrimidine